COC1=CC=C(C=N1)NCC#CC=1N(C2=CC=CC(=C2C1)NC1CCS(CC1)(=O)=O)CC(F)(F)F 4-[(2-{3-[(6-methoxypyridin-3-yl)amino]prop-1-yn-1-yl}-1-(2,2,2-trifluoroethyl)-1H-indol-4-yl)amino]-1λ6-thiane-1,1-dione